(S)-2-((5-(3-fluoro-4-(2-oxopyrrolidin-1-yl)phenyl)-4-methoxypyridin-2-yl)amino)-6,6a,7,8-tetrahydro-9H-pyrido[2,3-b]pyrrolo[1,2-d][1,4]oxazin-9-one FC=1C=C(C=CC1N1C(CCC1)=O)C=1C(=CC(=NC1)NC1=CC2=C(OC[C@H]3N2C(CC3)=O)N=C1)OC